C(C1=CC=CC=C1)OCC[C@@H](OCC[C@@H](OC1OCCCC1)C)C 2-[(1S)-3-[(1S)-3-benzyloxy-1-methyl-propoxy]-1-methyl-propoxy]tetrahydropyran